C12CNCC(CC1)N2C=2SC1=C(N2)C(=CC(=C1)C(=O)NC1CCCC1)C(CO)C 2-(3,8-diazabicyclo-[3.2.1]octan-8-yl)-N-cyclopentyl-4-(1-hydroxypropan-2-yl)-benzo[d]thiazole-6-carboxamide